C1(CCCC1)N1CCN(CC1)C1CCN(CC1)C=1C=C2C(=C(NC2=CC1)C1=CC(=C(C=C1)OC)OC)C(C)C 5-(4-(4-cyclopentylpiperazin-1-yl)piperidin-1-yl)-2-(3,4-dimethoxyphenyl)-3-isopropyl-1H-indole